2,5-dichloro-4-(1-phenylethoxy)-7-((2-(trimethylsilyl)ethoxy)methyl)-7H-pyrrolo[2,3-d]pyrimidine-2-d ClC1(N=C(C2=C(N1)N(C=C2Cl)COCC[Si](C)(C)C)OC(C)C2=CC=CC=C2)[2H]